2-(6-(((1R,3R)-3-hydroxycyclohexyl)amino)-4-methylpyridazin-3-yl)-5-(trifluoromethyl)pyridin-3-ol O[C@H]1C[C@@H](CCC1)NC1=CC(=C(N=N1)C1=NC=C(C=C1O)C(F)(F)F)C